methyl (2S)-2-[(tert-butoxycarbonyl)amino]-3-[(2S)-morpholin-2-yl]propanoate C(C)(C)(C)OC(=O)N[C@H](C(=O)OC)C[C@H]1CNCCO1